NC1=C(SC2=NC(=CN=C21)C)C(=O)NC2CC=1C=CC(=NC1CC2)N2CC(C(C2)NC)C(COC)(F)F 7-amino-N-{2-[3-(1,1-difluoro-2-methoxyethyl)-4-(methylamino)pyrrolidin-1-yl]-5,6,7,8-tetrahydroquinolin-6-yl}-3-methylthieno[2,3-b]pyrazine-6-carboxamide